3-bromo-2-(((cis-4-isopropylcyclohexyl)oxy)methyl)pyridine BrC=1C(=NC=CC1)CO[C@@H]1CC[C@@H](CC1)C(C)C